CN([C@@H](CC1=C(C=C(C(=O)NC)C=C1)C)CNC(CC(C1(CC1)C(F)(F)F)C1=CC=NC=C1)=O)C 4-((2S)-2-(dimethylamino)-3-(3-(pyridin-4-yl)-3-(1-(trifluoromethyl)cyclopropyl)propanamido)propyl)-N,3-dimethylbenzamide